ClC=1C(=NC(=NC1)NC1=C(C=C(C(=C1)C)N1CCN(CC1)C)OC)NC=1C(=NC=CC1)N(C)C 5-chloro-N4-(2-(dimethylamino)pyridin-3-yl)-N2-(2-methoxy-5-methyl-4-(4-methylpiperazin-1-yl)phenyl)pyrimidine-2,4-diamine